N-(3-methoxybenzyl)-N-(3-morpholinobenzyl)-4-(2-morpholinoethyl)thiazol-2-amine COC=1C=C(CN(C=2SC=C(N2)CCN2CCOCC2)CC2=CC(=CC=C2)N2CCOCC2)C=CC1